2-methyl-1,3,4-oxadiazole CC=1OC=NN1